(3,4-difluoro-2-methoxyphenyl)-5-methyl-5-(trifluoromethyl)thiacyclopentane FC=1C(=C(C=CC1F)C1SC(CC1)(C(F)(F)F)C)OC